1,4,8-trimethyl-1,4,8-triazacycloundecane CN1CCN(CCCN(CCC1)C)C